C(C)(=O)N1CC=2N(CC1)C(=NC2C=2C=CC=C1C=C(N=CC21)C=2C=CC(=NC2)OCCCC/C=C/C2=C1CN(C(C1=CC=C2)=O)C2C(NC(CC2)=O)=O)CC (E)-3-(4-(6-((5-(8-(7-Acetyl-3-ethyl-5,6,7,8-tetrahydroimidazo[1,5-a]pyrazin-1-yl)isoquinolin-3-yl)pyridin-2-yl)oxy)hex-1-en-1-yl)-1-oxoisoindolin-2-yl)piperidine-2,6-dione